3-(benzyloxy)-6-bromopyridine-2-carboxylic acid methyl ester COC(=O)C1=NC(=CC=C1OCC1=CC=CC=C1)Br